ethyl (3S)-1-(2-methyl-3-(2-oxo-4-(o-tolyl)-2H-chromen-7-yl)propanoyl)piperidine-3-carboxylate CC(C(=O)N1C[C@H](CCC1)C(=O)OCC)CC1=CC=C2C(=CC(OC2=C1)=O)C1=C(C=CC=C1)C